ClC1=CC(=NC(=N1)S(=O)(=O)C)N1CC2(CCCC3=C2C(=C(S3)N(C(=O)OC(C)(C)C)C(=O)OC(C)(C)C)C#N)C1 Di-tert-butyl {1-[6-chloro-2-(methanesulfonyl)pyrimidin-4-yl]-3'-cyano-6',7'-dihydro-5'H-spiro[azetidine-3,4'-[1]benzothiophen]-2'-yl}-2-imidodicarbonate